4-Nitro-3-(((tetrahydro-2H-pyran-2-yl)methyl)amino)benzoic acid methyl ester COC(C1=CC(=C(C=C1)[N+](=O)[O-])NCC1OCCCC1)=O